CC1=C(C(=O)NC2(CC2)C2=C3C=CC=NC3=CC(=C2)C=C)C=C(C(=C1)NS(=O)(=O)C)OC[C@H]1N(CC1)C (S)-2-Methyl-5-((1-methylazetidin-2-yl)methoxy)-4-(methylsulfonamido)-N-(1-(7-vinylquinolin-5-yl)cyclopropyl)benzamide